C(C)(=O)OC[C@]1(C[C@H]2[C@@H](OC(OC(OC2)(C(C)C)C(C)C)(C(C)C)C(C)C)[C@H]1O[Si](C)(C)C(C)(C)C)N1C(NC(C=C1)=O)=O ((6aR,8S,9S,9aR)-9-((tert-Butyldimethylsilyl)oxy)-8-(2,4-dioxo-3,4-dihydropyrimidin-1(2H)-yl)-2,2,4,4-tetraisopropylhexahydrocyclopenta[f][1,3,5]trioxocin-8-yl)methyl acetate